tert-butyl N-methyl-N-[(2R)-2-[2-methyl-4-(7-methyl-1-tetrahydropyran-2-yl-3-vinyl-pyrazolo[3,4-c]pyridin-5-yl)pyrazol-3-yl]oxypropyl]carbamate CN(C(OC(C)(C)C)=O)C[C@@H](C)OC=1N(N=CC1C=1C=C2C(=C(N1)C)N(N=C2C=C)C2OCCCC2)C